ClC=1C(=C(C=CC1)NC=1C(=NN2C1C(N[C@H](C2)C)=O)C2=C1C(=NC=C2)C=NS1)OC (6S)-3-[(3-chloro-2-methoxyphenyl)amino]-6-methyl-2-{[1,2]thiazolo[4,5-b]pyridin-7-yl}-5H,6H,7H-pyrazolo[1,5-a]pyrazin-4-one